2-bromophenylethylamine bromine [Br].BrC1=C(C=CC=C1)CCN